5-[(2-{3-[(4-tert-butyl-1,3-thiazol-2-yl)methoxy]benzoyl}-2-azaspiro[3.3]heptan-6-yl)amino]-2-methylbenzonitrile C(C)(C)(C)C=1N=C(SC1)COC=1C=C(C(=O)N2CC3(C2)CC(C3)NC=3C=CC(=C(C#N)C3)C)C=CC1